tert-Butyl (3-(4,4-difluorocyclohex-1-en-1-yl)-1-methyl-1H-indazol-5-yl)carbamate FC1(CC=C(CC1)C1=NN(C2=CC=C(C=C12)NC(OC(C)(C)C)=O)C)F